N-(2-chloro-6-methylphenyl)-2-((2-methyl-6-(piperazin-1-yl)pyrimidin-4-yl)amino)thiazole-5-carboxamide ClC1=C(C(=CC=C1)C)NC(=O)C1=CN=C(S1)NC1=NC(=NC(=C1)N1CCNCC1)C